FC1=C2N(CCN(C2=C(C(=C1)F)C)C(=O)OC(C)(C)C)C1=C(C2=C(N=C(N=C2)S(=O)(=O)C)N(C1=O)C)F tert-butyl 5,7-difluoro-4-(5-fluoro-8-methyl-2-methylsulfonyl-7-oxo-pyrido[2,3-d]pyrimidin-6-yl)-8-methyl-2,3-dihydroquinoxaline-1-carboxylate